C(N)(OC=1C(=NC(=C(C1)CC(=O)NCC1=CC=2C=NC=CC2N1)C1=CC=CC=C1)C(C)(C)C)=O (tert-butyl 5-(2-(((1H-pyrrolo[3,2-c]pyridin-2-yl) methyl) amino)-2-oxoethyl)-6-phenylpyridin-3-yl) carbamate